tert-butyl (7-fluoro-4-(8-fluoro-2-(((2R,7aS)-2-fluorotetrahydro-1H-pyrrolizin-7a(5H)-yl)methoxy)-4-hydroxy-6-(trifluoromethyl)quinazolin-7-yl)benzo[d]thiazol-2-yl)carbamate FC1=CC=C(C=2N=C(SC21)NC(OC(C)(C)C)=O)C2=C(C=C1C(=NC(=NC1=C2F)OC[C@]21CCCN1C[C@@H](C2)F)O)C(F)(F)F